C1(CC1)C=1N=CC2=CC3=C(C(=C2C1)S(NCC(C)(C)F)(=O)=O)C[C@@H](C3)NC(=O)C3=C(N=CS3)C N-[(7R)-3-cyclopropyl-5-[(2-fluoro-2-methylpropyl)sulfamoyl]-7,8-dihydro-6H-cyclopenta[g]Isoquinolin-7-yl]-4-methyl-1,3-thiazole-5-carboxamide